S(=O)(=O)(C1=CC=C(C)C=C1)C=1N=C2C(=C3C(N=C2)=NC=C3)N1 tosylimidazo[4,5-d]pyrrolo[2,3-b]pyridine